O1C(CCC1)CN1C([C@H]2C3C=CC([C@H]2C1=O)C3)=O (3aR,7aS)-2-((tetrahydrofuran-2-yl)methyl)-3a,4,7,7a-tetrahydro-1H-4,7-methanoisoindole-1,3(2H)-dione